methyl 2-((2-(3-((3-amino-6-methoxypyridin-2-yl)(tert-butoxycarbonyl)amino)propyl)-3,4-difluoro-phenyl)-amino)-4,5-difluorobenzoate NC=1C(=NC(=CC1)OC)N(CCCC1=C(C=CC(=C1F)F)NC1=C(C(=O)OC)C=C(C(=C1)F)F)C(=O)OC(C)(C)C